2-(benzoylamino)-N-(4-methyl-3-nitrophenyl)-1,3-selenazol-5-carboxamide C(C1=CC=CC=C1)(=O)NC=1[Se]C(=CN1)C(=O)NC1=CC(=C(C=C1)C)[N+](=O)[O-]